N1(N=NN=C1)C[C@H](C)OC=1C=C(C=CC1Cl)C=1C=NC(=NC1)NC=1C(=NN(C1)C1CCC(CC1)N1CCOCC1)OCCCOC(F)(F)F 5-(3-(((S)-1-(1H-tetrazol-1-yl)propan-2-yl)oxy)-4-chlorophenyl)-N-(1-((1r,4r)-4-morpholinocyclohexyl)-3-(3-(trifluoromethoxy)propoxy)-1H-pyrazol-4-yl)pyrimidin-2-amine